COC(C1=C(C=CC=C1)[C@H]1O[C@H]([C@@H]([C@@H]1O)O)N1C2=NC(=NC(=C2N=C1)NC1CCCC1)Cl)=O ((2R,3S,4R,5R)-5-(2-chloro-6-(cyclopentylamino)-9H-purin-9-yl)-3,4-dihydroxytetrahydrofuran-2-yl)benzoic acid methyl ester